F[C@@H](C(=O)OCC)ON1[C@@H]2C=C([C@H](N(C1=O)C2)C(NCC#N)=O)C ethyl (2S)-2-fluoro-2-[[(2S,5R)-2-(cyanomethylcarbamoyl)-3-methyl-7-oxo-1,6-diazabicyclo[3.2.1]oct-3-en-6-yl]oxy]acetate